1,1,1,3,3,3-Hexafluoropropan-2-yl (S)-1-((6-carbamoylpyridin-3-yl)carbamoyl)-6-azaspiro[2.5]octan-6-carboxylat C(N)(=O)C1=CC=C(C=N1)NC(=O)[C@H]1CC12CCN(CC2)C(=O)OC(C(F)(F)F)C(F)(F)F